IC=1C=NN2C1N=C(C=C2C2=CC=NN2C)N2[C@@H](COCC2)C (R)-4-(3-iodo-7-(1-methyl-1H-pyrazol-5-yl)pyrazolo[1,5-a]pyrimidin-5-yl)-3-methylmorpholine